tert-butyl 5-(2-aminopyrimidin-4-yl)-2-((4,5,6,7-tetrahydrobenzo[b]thiophene-2-carboxamido)methyl)benzyl(methyl)carbamate NC1=NC=CC(=N1)C=1C=CC(=C(CN(C(OC(C)(C)C)=O)C)C1)CNC(=O)C1=CC2=C(S1)CCCC2